5-amino-N-(2-{9-amino-1,4-dioxa-7-azaspiro[4.4]nonan-7-yl}-5,6,7,8-tetrahydroquinolin-6-yl)-2,4-dimethylthieno[2,3-d]pyrimidine-6-carboxamide NC1=C(SC=2N=C(N=C(C21)C)C)C(=O)NC2CC=1C=CC(=NC1CC2)N2CC1(OCCO1)C(C2)N